methyl (2S)-pyrrolidine-2-carboxylate hydrochloride Cl.N1[C@@H](CCC1)C(=O)OC